The molecule is an organophosphate oxoanion obtained by deprotonation of two of the three diphosphate OH groups of adenosine 5'-diphosphate. It is a conjugate base of an ADP. It is a conjugate acid of an ADP(3-). C1=NC(=C2C(=N1)N(C=N2)[C@H]3[C@@H]([C@@H]([C@H](O3)COP(=O)([O-])OP(=O)(O)[O-])O)O)N